C(C)N(OCC)CC diethylethoxyamine